4,5,6,7-tetrahydroisoxazolo(5,4-c)pyridin-3(2H)-one-5,5-d2 O1NC(C2=C1CNC(C2)([2H])[2H])=O